tert-butyl 4-((3-(4-fluorophenylmethyl)-6-(trifluoromethyl) pyrazin-2-yl) amino)-3-methylpiperidine-1-carboxylate FC1=CC=C(C=C1)CC=1C(=NC(=CN1)C(F)(F)F)NC1C(CN(CC1)C(=O)OC(C)(C)C)C